[K+].ClC1=NC(=CC(=N1)C(=O)[O-])C1=CC=C(C=C1)Cl 2-chloro-6-(4-chlorophenyl)pyrimidine-4-carboxylic acid potassium salt